C(C=CC1=CC=CC=C1)C(C(=O)Cl)=CC1=CC=CC=C1 cinnamyl-(Cinnamoyl) chloride